(R)-4-amino-N-((S)-1-(((S)-5-amino-1-(3-benzyl-1,2,4-oxadiazol-5-yl)pentyl)amino)-3-(4-hydroxy-2,6-dimethylphenyl)-1-oxopropan-2-yl)-2-guanidino-butanamide NCC[C@H](C(=O)N[C@H](C(=O)N[C@@H](CCCCN)C1=NC(=NO1)CC1=CC=CC=C1)CC1=C(C=C(C=C1C)O)C)NC(=N)N